NC(C(CN1N=NC(=C1)C(=O)NCC=1SC(=NN1)C1=CC=CC=C1)(C)C)=O 1-(3-amino-2,2-dimethyl-3-oxo-propyl)-N-[(5-phenyl-1,3,4-thiadiazol-2-yl)methyl]triazole-4-carboxamide